C1(=CC=CC=C1)NC1=CC(=CC=C1)C1=NN(C=C1)CCC=1C=NC=CC1 N-phenyl-3-(1-(2-(pyridin-3-yl)ethyl)-1H-pyrazol-3-yl)aniline